C(C)OC1=CC=C(C=C1)C1=CC=C(C=C1)COC1=C(N=NN1)C(=O)O 5-((4'-ethoxy-[1,1'-biphenyl]-4-yl)methoxy)-1H-1,2,3-triazole-4-carboxylic acid